P(=O)#CC1=CC=CC=C1 phosphoryl-methyl-benzene